bis(4-hydroxyPhenyl)-(4-isobutylphenyl)methane tert-butyl-(1S,2R,5R)-2-(4-(4,4,5,5-tetramethyl-1,3,2-dioxaborolan-2-yl)phenyl)-8-oxa-3-azabicyclo[3.2.1]octane-3-carboxylate C(C)(C)(C)OC(=O)N1[C@@H]([C@@H]2CC[C@H](C1)O2)C2=CC=C(C=C2)B2OC(C(O2)(C)C)(C)C.OC2=CC=C(C=C2)C(C2=CC=C(C=C2)CC(C)C)C2=CC=C(C=C2)O